2-(4'-((5-cyclopropyl-3-(2,6-dichlorophenyl)isoxazol-4-yl)methoxy)-2'-methyl-[1,1'-biphenyl]-4-yl)acetic acid C1(CC1)C1=C(C(=NO1)C1=C(C=CC=C1Cl)Cl)COC1=CC(=C(C=C1)C1=CC=C(C=C1)CC(=O)O)C